BrC=1C(=CC=C2C(C(NC12)=O)=O)C 7-Bromo-6-methylindoline-2,3-dione